C(C)(=O)O[C@@H]1[C@H](O[C@H]([C@@H]([C@H]1OC(C)=O)OC(C)=O)OC1=CC2=CC=C(C=C2C=C1)C=1N=NN(C1)CCCCCCC(=O)NO)COC(C)=O (2R,3R,4S,5R,6S)-2-(acetoxymethyl)-6-((6-(1-(7-(hydroxyamino)-7-oxoheptyl)-1H-1,2,3-triazol-4-yl)naphthalen-2-yl)oxy)tetrahydro-2H-pyran-3,4,5-triyl triacetate